C(C1=CC=CC=C1)NCCC[Si](OC)(OC)OC gamma-(N-benzyl)aminopropyltrimethoxysilane